(S)-3-(1-(3-(3-isopropylphenyl)-1,2,4-oxadiazol-5-yl)ethyl)-8-methoxy-2H-pyrido[2,3-e][1,3]oxazine-2,4(3H)-dione C(C)(C)C=1C=C(C=CC1)C1=NOC(=N1)[C@H](C)N1C(OC2=C(C1=O)N=CC=C2OC)=O